(1R,3S)-3-(5-{[(benzyloxy)carbonyl] amino}-1H-pyrazol-3-yl)cyclopentyl 4-nitrophenyl carbonate C(O[C@H]1C[C@H](CC1)C1=NNC(=C1)NC(=O)OCC1=CC=CC=C1)(OC1=CC=C(C=C1)[N+](=O)[O-])=O